BrC1=C(C(=CC(=C1)C(Br)Br)F)OC 1-bromo-5-(dibromomethyl)-3-fluoro-2-methoxybenzene